OC1(CC1)C1=NN(C=N1)C1CC2(CN(C2)C(=O)N2CC3(C2)CN(C3)CC3=CN=C(S3)C(F)(F)F)C1 [6-[3-(1-hydroxycyclopropyl)-1,2,4-triazol-1-yl]-2-azaspiro[3.3]heptan-2-yl]-[6-[[2-(trifluoromethyl)thiazol-5-yl]methyl]-2,6-diazaspiro[3.3]heptan-2-yl]methanone